C1(=CC=CC=C1)P(OC1=CC=C(C=C1)C=C)(OC1=CC=C(C=C1)C=C)=O bis(4-vinyl phenyl) phenylphosphonate